C(C)(C)(C)OC(=O)N1[C@H](CN(CC1)C=1N=NC(=CC1)NC(=O)C1=CC2=CN(N=C2C=C1OC1CCC1)C)C (S)-4-(6-(6-cyclobutoxy-2-methyl-2H-indazole-5-carboxamido)pyridazin-3-yl)-2-methylpiperazine-1-carboxylic acid tert-butyl ester